(3-(tetrahydro-2H-pyran-4-yl)-1,2,4-oxadiazol-5-yl)bicyclo[2.2.2]octane-1-carboxylic acid methyl ester COC(=O)C12C(CC(CC1)CC2)C2=NC(=NO2)C2CCOCC2